C(C)OC(CCC(=O)C1=NC(=CC(=C1O)Br)C1=C(C(=CC=C1)C(F)(F)F)C)=O 4-[4-bromo-3-hydroxy-6-(2-methyl-3-trifluoromethyl-phenyl)-pyridin-2-yl]-4-oxo-butyric acid ethyl ester